N-(4-(4-(2-(methoxymethyl)pyridin-4-yl)piperazin-1-yl)phenyl)-4-((8-methyl-2,3-dihydro-1H-pyrido[2,3-b][1,4]oxazin-7-yl)amino)-2-oxo-1,2-dihydropyridine-3-carboxamide COCC1=NC=CC(=C1)N1CCN(CC1)C1=CC=C(C=C1)NC(=O)C=1C(NC=CC1NC1=C(C2=C(OCCN2)N=C1)C)=O